1-{(3R,5R,7R)-1-adamantyl}-4,4-dimethyl-1,3-pentanedione C12(CC3CC(CC(C1)C3)C2)C(CC(C(C)(C)C)=O)=O